[C@@H]12[C@@H](C[C@@H](CC1)C2)NC(CN2C(C(=CC=C2)NC([C@H](CCC(C(=O)NC)=O)NC(=O)C=2OC1=C(C2C)C=CC=C1)=O)=O)=O (S)-N1-(1-(2-((1R,2R,4S)-Bicyclo[2.2.1]heptan-2-ylamino)-2-oxoethyl)-2-oxo-1,2-dihydropyridin-3-yl)-N6-methyl-2-(3-methylbenzofuran-2-carboxamido)-5-oxohexandiamid